FC(OC1=NN(C2=C1C(=NC=C2)C2=CC(=C(C=C2)S(=O)(=O)C)C)C(C2=CC=CC=C2)(C2=CC=CC=C2)C2=CC=CC=C2)F 3-(difluoromethoxy)-4-(3-methyl-4-(methylsulfonyl)phenyl)-1-trityl-1H-pyrazolo[4,3-c]pyridine